tert-butyl 3-(2-oxa-6-azaspiro[3.3]heptan-6-yl)-8-azaspiro[4.5]decane-8-carboxylate C1OCC12CN(C2)C2CCC1(C2)CCN(CC1)C(=O)OC(C)(C)C